P(=O)(OCC)(OCC)OCC1=CC(=C(C(=C1)CCCC)O)CCCC diethyl 3,5-dibutyl-4-hydroxybenzyl phosphate